ClC1=C(C=CC(=C1)S(=O)(=O)C)C1=CC=C(C=N1)C1CN(C1)C(=O)N1C[C@H](CC1)C(=O)N (3S)-1-[3-[6-(2-chloro-4-methylsulfonyl-phenyl)-3-pyridinyl]azetidine-1-carbonyl]pyrrolidine-3-carboxamide